3-propyl-2-mercapto-heptane C(CC)C(C(C)S)CCCC